FC=1C=C(C(=O)OC)C=CC1C1(CC1)NC(=O)C1(CCOCC1)NCCOC1=CC=CC=C1 Methyl 3-fluoro-4-[1-[[4-(2-phenoxyethylamino)tetrahydropyran-4-carbonyl]amino]cyclopropyl]benzoate